O-phenyl O-(2,2,2-trifluoro-1-(5-(5-(((R)-1-(4-fluorophenyl)ethyl) amino)pyrazin-2-yl)pyridin-3-yl)ethyl) carbonothioate C(OC1=CC=CC=C1)(OC(C(F)(F)F)C=1C=NC=C(C1)C1=NC=C(N=C1)N[C@H](C)C1=CC=C(C=C1)F)=S